ClC1=NC=C(C(=C1F)C1=C(C=NC(=C1)C)C(=O)NC=1SC2=C(N1)CN(C2)C(C2=C(N=C(C=C2)C(F)(F)F)OC)=O)OC 2'-Chloro-3'-fluoro-5'-methoxy-N-(5-(2-methoxy-6-(trifluoromethyl)nicotinoyl)-5,6-dihydro-4H-pyrrolo[3,4-d]thiazol-2-yl)-6-methyl-[4,4'-bipyridine]-3-carboxamide